(4-bromo-3-chlorophenyl)boronic acid BrC1=C(C=C(C=C1)B(O)O)Cl